(1S,2S,3S,5R)-2,6,6-trimethylNorbornane-3-amine C[C@H]1[C@H]2C(CC([C@@H]1N)C2)(C)C